perfluorophenyl 7-((diethoxyphosphoryl) methyl)-5-fluoro-2-naphthoate C(C)OP(=O)(OCC)CC1=CC(=C2C=CC(=CC2=C1)C(=O)OC1=C(C(=C(C(=C1F)F)F)F)F)F